NC1=NC=CC=C1C1=NC=2C(=NC(=CC2)C2=CC=CC=C2)N1C1=CC=C(CN2CCN(CC2)C2=NC=CC(=N2)C#N)C=C1 2-(4-(4-(2-(2-aminopyridin-3-yl)-5-phenyl-3H-imidazo[4,5-b]pyridin-3-yl)benzyl)piperazin-1-yl)pyrimidine-4-carbonitrile